ethyl (S)-6-isopropyl-2-methoxy-3-(3-methoxypropoxy)-10-oxo-5,10-dihydro-6H-pyrido[1,2-h][1,7]naphthyridine-9-carboxylate C(C)(C)[C@@H]1CC=2C=C(C(=NC2C=2N1C=C(C(C2)=O)C(=O)OCC)OC)OCCCOC